ClC1=CC=C(C=C1)NC(CSC1=CC=C(C=C1)N1C(=NC2=CC=C(C=C2C1=O)C)C)=O N-(4-chlorophenyl)-2-((4-(2,6-dimethyl-4-oxoquinazolin-3(4H)-yl)phenyl)thio)acetamide